C(C)OC(=O)C1=C(N=C(S1)NC1=NC(=CC(=N1)N1CCC(CC1)(O)C)N1CCN(CC1)C)C 2-[4-(4-methyl-4-hydroxy-piperidin-1-yl)-6-(4-methyl-piperazin-1-yl)-pyrimidin-2-ylamino]-4-methyl-thiazole-5-carboxylic acid ethyl ester